C1OCC12CN(C2)[C@@H]2CC[C@H](CC2)N trans-4-(2-oxa-6-azaspiro[3.3]hept-6-yl)cyclohexylamine